CC([O-])C.CC([O-])C.CC([O-])C.C1(=CC=CC=C1)[Ti+3] phenyl-titanium (iv) triisopropoxide